[Zr].[Pb] Lead-zirconium